FC=1C=CC2=C(CCO2)C1CNC1=NC=C(C=2N1C=NN2)C=2C=1N(C(=CC2)C)C(=CN1)CC#N 2-(8-(5-(((5-fluoro-2,3-dihydrobenzofuran-4-yl)methyl)amino)-[1,2,4]triazolo[4,3-c]pyrimidin-8-yl)-5-methylimidazo[1,2-a]pyridin-3-yl)acetonitrile